COC=1C(=C2C=CNC2=C(C1)C)CN1[C@H](CN(CC1)CC=1OC=CN1)C1=CC=C(C(=O)O)C=C1 (S)-4-(1-((5-Methoxy-7-methyl-1H-indol-4-yl)methyl)-4-(oxazol-2-ylmethyl)piperazin-2-yl)benzoic acid